OC(CCNCCC(C)O)C bis-(3-hydroxy-butyl)amine